C(#N)C=1C=C(C(=NC1)[C@H](C)NC(CN1C(NC2=CC=CC(=C2C1=O)F)=O)=O)F (S)-N-(1-(5-cyano-3-fluoropyridin-2-yl)ethyl)-2-(5-fluoro-2,4-dioxo-1,4-dihydroquinazolin-3(2H)-yl)acetamide